6-isobutyl-6,7,8,9-tetrahydro-2H-1,2,5,6-tetraazabenzo[cd]azulene C(C(C)C)N1C=2C3=C(NN=C3CCC1)C=CN2